C(C1=CC=CC=C1)N1CCC(=CC1CO)NC(OC(C)(C)C)=O tert-butyl (1-benzyl-6-(hydroxymethyl)-1,2,3,6-tetrahydropyridin-4-yl)carbamate